3-bromopropylalanine BrCCCN[C@@H](C)C(=O)O